NC1=C(C(N(C=2N=C(N=CC21)C(F)(F)F)C2=CC=C(C=C2)[C@@H](C)O)=O)C(=O)OC methyl 5-amino-8-(4-(1-(R)-hydroxyethyl)phenyl)-7-oxo-2-(trifluoromethyl)-7H,8H-pyrido[2,3-d]pyrimidine-6-carboxylate